6-(3'-((Cyclohexylamino)Methyl)-2,3,5,6-Tetrafluoro-[1,1'-Biphenyl]-4-yl)-2-Methyl-1H-benzo[d]Imidazol C1(CCCCC1)NCC=1C=C(C=CC1)C1=C(C(=C(C(=C1F)F)C=1C=CC2=C(NC(=N2)C)C1)F)F